(S)-2-((1S,3R)-3-bromocyclobutyl)-5-phenyl-2,5,6,7-tetrahydro-3H-pyrrolo[2,1-c][1,2,4]triazol-3-one BrC1CC(C1)N1N=C2N(C1=O)[C@@H](CC2)C2=CC=CC=C2